4-hydroxy-butyl vinyl ether C(=C)OCCCCO